tert-Butyl {(3R)-1-[4-(hydroxymethyl)-1,3-thiazol-2-yl]-4-methylpentan-3-yl}methylcarbamate OCC=1N=C(SC1)CC[C@H](C(C)C)N(C(OC(C)(C)C)=O)C